4-amino-1-[(2R,4S,5R)-5-cyclopropyl-4-hydroxy-5-(hydroxymethyl)oxolan-2-yl]pyrimidin-2-one NC1=NC(N(C=C1)[C@@H]1O[C@@]([C@H](C1)O)(CO)C1CC1)=O